N-((1S)-(7-(chloromethyl)-6-(((5R)-2-oxo-5-(trifluoromethyl)piperidin-3-yl)methyl)imidazo[1,2-b]pyridazin-2-yl)(4,4-difluorocyclohexyl)methyl)-1-ethyl-1H-pyrazole-5-carboxamide ClCC1=CC=2N(N=C1CC1C(NC[C@@H](C1)C(F)(F)F)=O)C=C(N2)[C@@H](NC(=O)C2=CC=NN2CC)C2CCC(CC2)(F)F